(2-(((tert-butyldimethylsilyl)oxy)methyl)thieno[3,2-b]pyridin-7-yl)boronic acid [Si](C)(C)(C(C)(C)C)OCC1=CC2=NC=CC(=C2S1)B(O)O